N-(ethoxycarbonyl)methyl-3-aminopropyltriethoxysilane C(C)OC(=O)CNCCC[Si](OCC)(OCC)OCC